N-(4-(difluoromethoxy)-2-(methyl-(2-(3-carbonylmorpholino)ethyl)amino)-5-((4-(1-methyl-1H-indol-3-yl)pyrimidin-2-yl)amino)phenyl)acryloylamide FC(OC1=CC(=C(C=C1NC1=NC=CC(=N1)C1=CN(C2=CC=CC=C12)C)C=CC(=O)[NH-])N(CCN1C(COCC1)=C=O)C)F